4-(dipyridylamino)cyclohexanone N1=C(C=CC=C1)N(C1CCC(CC1)=O)C1=NC=CC=C1